4-{5-[1-(4-fluorophenyl)vinyl]pyrimidin-2-yl}piperazine-1-carboxylic acid tert-butyl ester C(C)(C)(C)OC(=O)N1CCN(CC1)C1=NC=C(C=N1)C(=C)C1=CC=C(C=C1)F